6-Cyclopropyl-4-fluoro-N-(2-methylquinoline-8-sulfonyl)-1-benzofuran-2-carboxamide C1(CC1)C1=CC2=C(C=C(O2)C(=O)NS(=O)(=O)C=2C=CC=C3C=CC(=NC23)C)C(=C1)F